5-((2-fluorobenzyl)oxy)-2-methylpyrazolo[1,5-a]pyridine-3-carboxylic acid FC1=C(COC2=CC=3N(C=C2)N=C(C3C(=O)O)C)C=CC=C1